3'-fluoroacetophenone FC=1C=C(C=CC1)C(C)=O